N'-(5-bromo-6-chloro-3-methylpyridin-2-yl)-N,N-dimethylmethanimidamide BrC=1C=C(C(=NC1Cl)N=CN(C)C)C